FC1=CC=C(CNC(=O)C=2C(C(=C3C(N4CCCN(C4CN3C2)CC2=CC=C(C=C2)SC)=O)O)=O)C=C1 5-Hydroxy-1-(4-methylsulfanylbenzyl)-6,10-dioxo-1,2,3,4,6,9,9a,10-octahydro-1,4a,8a-triazaanthracene-7-carboxylic acid 4-fluorobenzylamide